CN(C1CCN(CC1)C1=CC=C(C2=C1CCO2)C2(N=C(C1=C(N2)NC=C1)NC=1C=CC=C2CCN(C12)S(=O)(=O)C)N)C 2-(4-(4-(dimethylamino)piperidin-1-yl)-2,3-dihydrobenzofuran-7-yl)-N4-(1-(methylsulfonyl)indolin-7-yl)-7H-pyrrolo[2,3-d]pyrimidine-2,4-diamine